benzyl-2-aminopropyl-3-aminopropyl-triethoxysilane C(C1=CC=CC=C1)C(C)(O[Si](OCC)(OCC)CCCN)CC(C)N